O[C@@H]1C[C@@H](N(CC1)C(=O)OC(C)(C)C)C(F)(F)F tert-Butyl cis-4-hydroxy-2-(trifluoromethyl)piperidine-1-carboxylate